N-[2-[1-[2-[4-[4-[(2,6-dioxo-3-piperidyl)amino]-2-fluoro-phenyl]-1-piperidyl]acetyl]-4-piperidyl]-7-isopropoxy-imidazo[1,2-a]pyridin-6-yl]-6-(trifluoromethyl)pyridine-2-carboxamide O=C1NC(CCC1NC1=CC(=C(C=C1)C1CCN(CC1)CC(=O)N1CCC(CC1)C=1N=C2N(C=C(C(=C2)OC(C)C)NC(=O)C2=NC(=CC=C2)C(F)(F)F)C1)F)=O